C1(CC1)C(=O)NCCCCCCC=1N=C(N(C1)C1=CC=CC=C1)C1=C(C(=O)N)C=CC=C1C=1C=C2C=NNC2=CC1 (4-(6-(cyclopropanecarboxamido)hexyl)-1-phenyl-1H-imidazol-2-yl)-3-(1H-indazol-5-yl)benzamide